3-(3,5-Di-tert-butyl-4-hydroxyphenyl)-N'-[3-(3,5-di-tert-butyl-4-hydroxyphenyl)propionyl]propionyl-hydrazine C(C)(C)(C)C=1C=C(C=C(C1O)C(C)(C)C)C(CC(=O)NN)C(CCC1=CC(=C(C(=C1)C(C)(C)C)O)C(C)(C)C)=O